2-Chloro-1-(4-chlorophenyl)ethan-1-one ClCC(=O)C1=CC=C(C=C1)Cl